2'-chloro-5'-methoxy-N-(S-(2-methoxy-6-(trifluoromethyl)nicotinoyl)-6-methyl-5,6-dihydro-4H-pyrrolo[3,4-d]thiazol-2-yl)-6-methyl-[4,4'-bipyridine]-3-carboxamide ClC1=NC=C(C(=C1)C1=C(C=NC(=C1)C)C(=O)NC=1S(C2=C(N1)CNC2C)C(C2=C(N=C(C=C2)C(F)(F)F)OC)=O)OC